4-((S)-1-((s)-1-((5-chloropyridin-2-yl)amino)-1-oxopropan-2-yl)-4,4-difluoropiperidin-3-yl)pyridine 1-oxide ClC=1C=CC(=NC1)NC([C@H](C)N1C[C@@H](C(CC1)(F)F)C1=CC=[N+](C=C1)[O-])=O